CS(=O)(=O)OC1CC(CC1)C=1SC(=C(N1)C(F)(F)F)C1=NC(=NC=C1F)NC1CCN(CC1)S(=O)(=O)C [3-[5-[5-fluoro-2-[(1-methylsulfonyl-4-piperidyl) amino] pyrimidin-4-yl]-4-(trifluoromethyl) thiazol-2-yl] cyclopentyl] methanesulfonate